CC(C)(C)OC(=O)N1N=CC(=C1)C=1SC=C(N1)C(NC=1C(=NN(C1)C)C1=NC=CC=C1)=O 2-methylpropan-2-yl-4-(4-((1-methyl-3-(pyridin-2-yl)-1H-pyrazol-4-yl)carbamoyl)thiazol-2-yl)-1H-pyrazole-1-carboxylate